OC1=C(C=CC(=C1)C(F)(F)F)C1=C2C(=C(N=N1)NC[C@@H](CO)O)C=NC=C2 (2S)-3-[[1-[2-hydroxy-4-(trifluoromethyl)phenyl]pyrido[3,4-d]pyridazin-4-yl]amino]propane-1,2-diol